BrC=1C=C2N=CC(N(C2=C(C1)OCC1=CC=C(C=C1)OC)C)=O 6-bromo-8-((4-methoxybenzyl)oxy)-1-methylquinoxalin-2(1H)-one